Tert-butyl [3-[2-(dimethyl-amino)ethyl]-5-methoxy-indol-1-yl]methyl hydrogen phosphate P(=O)(OC(C)(C)C)(OCN1C=C(C2=CC(=CC=C12)OC)CCN(C)C)O